S-(1-Phenyl-2-(trityloxy) ethyl) ethanethioate C(C)(SC(COC(C1=CC=CC=C1)(C1=CC=CC=C1)C1=CC=CC=C1)C1=CC=CC=C1)=O